(S)-N-((R,E)-1-(3-bromopyridin-4-yl)hex-4-en-1-yl)-2-methylpropan-2-sulfinamide BrC=1C=NC=CC1[C@@H](CC\C=C\C)N[S@@](=O)C(C)(C)C